3-Amino-7-ethyl-4-(7-fluoro-1H-indazol-4-yl)-8-methyl-1H-1,5-naphthyridin-2-one NC=1C(NC2=C(C(=CN=C2C1C1=C2C=NNC2=C(C=C1)F)CC)C)=O